4,4'-Methylenebis(N-sec-butylaniline) CCC(C)NC1=CC=C(C=C1)CC2=CC=C(C=C2)NC(C)CC